dimethylvinylsilyl diiodophosphate P(=O)(O[SiH2]C=C(C)C)(I)I